C(C)(C)(C)OC(=O)N1CN=C(C=C1)C1=NC(=NO1)C1=NC(=NC(=C1)C(F)(F)F)SC tert-butyl-4-(3-(2-(methylthio)-6-(trifluoromethyl)pyrimidine-4-yl)-1,2,4-oxadiazol-5-yl)pyrimidine-1-carboxylate